12-Methyltetradecanal CC(CCCCCCCCCCC=O)CC